N-(2-chlorobenzyl)-6-[4-(3-cyanophenoxy)piperidin-1-yl]-5-methylpyridazine-3-carboxamide ClC1=C(CNC(=O)C=2N=NC(=C(C2)C)N2CCC(CC2)OC2=CC(=CC=C2)C#N)C=CC=C1